(±)-trans-2-(4-((1-(3,4-Dichlorobenzyl)-3,7-dimethyl-2,6-dioxo-2,3,6,7-tetrahydro-1H-purin-8-yl)amino)pyridin-2-yl)cyclopropanecarboxylic acid ClC=1C=C(CN2C(N(C=3N=C(N(C3C2=O)C)NC2=CC(=NC=C2)[C@H]2[C@@H](C2)C(=O)O)C)=O)C=CC1Cl |r|